2-phosphinobenzenesulfonate PC1=C(C=CC=C1)S(=O)(=O)[O-]